C(C)OC1=CC(=C(C#N)C=C1C(=O)N1CCC(CC1)CSCC)C1=CC=C(C=C1)C(F)(F)F 4-Ethoxy-5-[4-(ethylsulfanylmethyl)piperidine-1-carbonyl]-2-[4-(trifluoromethyl)phenyl]-benzonitrile